C(NC1=C(C=CC=C1C)CC)NC1=C(C=CC=C1C)CC methylene-bis(2-ethyl-6-methylaniline)